tert-Butyl 3-(5-bromo-6-methoxy-2H-indazol-2-yl)azetidine-1-carboxylate BrC1=CC2=CN(N=C2C=C1OC)C1CN(C1)C(=O)OC(C)(C)C